COC(=O)C(CC(C(=O)O)C(=O)O)C(=O)O 1,1,3,3-propanetetracarboxylic acid methyl ester